N-[2-(2-Fluoro-6-methoxyphenyl)-[1,3]thiazolo[5,4-c]pyridin-6-yl]-6-(4-methylpiperazin-1-yl)pyridin-2-amine FC1=C(C(=CC=C1)OC)C=1SC=2C=NC(=CC2N1)NC1=NC(=CC=C1)N1CCN(CC1)C